C(C)(=O)C1(C(OCC1C)=O)O 3-acetyldihydro-3-hydroxy-4-methyl-2(3H)-furanone